N-[(1S)-1-[5-(7-methoxy-2-methylquinolin-6-yl)-1H-imidazol-2-yl]-7-(1,3-oxazol-2-yl)-7-oxoheptyl]tetrahydro-2H-pyran-2-carboxamide COC1=C(C=C2C=CC(=NC2=C1)C)C1=CN=C(N1)[C@H](CCCCCC(=O)C=1OC=CN1)NC(=O)C1OCCCC1